2-bromo-3-methyl-5H-spiro[[1]benzofuran-6,1'-cyclopropane]-4(7H)-one BrC=1OC2=C(C1C)C(CC1(CC1)C2)=O